C(C)(C)(C)OC(NC=1C=NC(=CC1)C(C(C)(C)C1=C(C=C(C=C1)F)F)=O)=O (6-(2-(2,4-difluorophenyl)-2-methylpropionyl)pyridin-3-yl)carbamic acid tert-butyl ester